5-(3-bromophenyl)-2-mercapto-1,3,4-oxadiazole BrC=1C=C(C=CC1)C1=NN=C(O1)S